4-(4-(chlorosulfonyl)-3,5-dimethylphenoxy)butyric acid ClS(=O)(=O)C1=C(C=C(OCCCC(=O)O)C=C1C)C